5-FORMYL-4-METHYLTHIOPHENE-2-CARBOXYLIC ACID C(=O)C1=C(C=C(S1)C(=O)O)C